CSCCCC(CC(=O)N)CCCCCCCCCCCCC 3-((S-methylsulfanyl)propyl)-palmitamide